BrC1=CC=C2C=3C=CC(=CC3C(C2=C1)(CCCCCCCC)CCCCCCCC)C1=CC=C(C=C1)N(C1=CC=C(C=C1)C1=CC=C(C=C1)OCCCCCC)C1=CC=C(C=C1)C1=CC=C(C=C1)OCCCCCC N-[4-(7-bromo-9,9-dioctyl-fluoren-2-yl)phenyl]-4-(4-hexyloxyphenyl)-N-[4-(4-hexyloxyphenyl)phenyl]aniline